(±)-2-(6-fluoroquinoline-4-yl)-2-hydroxyspiro[3.5]nonane-7-nitrile FC=1C=C2C(=CC=NC2=CC1)C1(CC2(C1)CCC(CC2)C#N)O